C(CCCCCCCCCCC)NCCCCCCCCCCCC didodecylamine